(10-(methylamino)decyl)triphenyl-phosphonium chloride [Cl-].CNCCCCCCCCCC[P+](C1=CC=CC=C1)(C1=CC=CC=C1)C1=CC=CC=C1